(S)-8-chloro-4-((3,4-dichloro-2-fluorophenyl)amino)-6-((pyridin-3-yl(1H-1,2,3-triazol-4-yl)methyl)amino)quinoline-3-carbonitrile ClC=1C=C(C=C2C(=C(C=NC12)C#N)NC1=C(C(=C(C=C1)Cl)Cl)F)N[C@H](C=1N=NNC1)C=1C=NC=CC1